2-(3-phenylpropyl)cyclopropane-1-carboxylic acid C1(=CC=CC=C1)CCCC1C(C1)C(=O)O